C1(CC1)NC(=O)[C@H]1CN(C[C@H]1O)C(=O)OCC1=CC=CC=C1 benzyl (3S,4S)-3-(cyclopropylcarbamoyl)-4-hydroxypyrrolidine-1-carboxylate